N-methyl-5-{[(3R)-3-methylpyrrolidin-3-yl]oxy}pyridine-2-carboxamide HCl salt Cl.CNC(=O)C1=NC=C(C=C1)O[C@]1(CNCC1)C